ClC1=C(C=C(OCC(=O)N[C@H]2CC[C@@H](N(C2)C(=O)OC(C)(C)C)C(NC2=CC(=CC=C2)C(F)F)=O)C=C1)F tert-butyl (2R,5S)-5-[2-(4-chloro-3-fluorophenoxy)acetamido]-2-{[3-(difluoromethyl)phenyl]carbamoyl}piperidine-1-carboxylate